2-[4-[5-amino-4-cyano-1-(1-methylcyclopropyl)pyrazol-3-yl]phenyl]-N-[3-[3-(trifluoromethyl)bicyclo[1.1.1]pent-1-yl]-1,2-oxazol-5-yl]propanamide NC1=C(C(=NN1C1(CC1)C)C1=CC=C(C=C1)C(C(=O)NC1=CC(=NO1)C12CC(C1)(C2)C(F)(F)F)C)C#N